1-(1-((2-(trimethylsilyl)ethoxy)methyl)-1H-imidazol-2-yl)ethan-1-ol C[Si](CCOCN1C(=NC=C1)C(C)O)(C)C